C1NCCC2=CC=C(C=C12)C1=CC(NC=C1)=O 4-(1,2,3,4-tetrahydroisoquinolin-7-yl)pyridin-2(1H)-one